C(O)[O-].[Cs+] cesium hydrogen carbonite